4-(3',4'-dichloro-[1,1'-biphenyl]-3-yl)-1H-1,2,3-triazole-5-carboxylic acid ClC=1C=C(C=CC1Cl)C1=CC(=CC=C1)C=1N=NNC1C(=O)O